2,3-dihydro-pyrrolo[3,2-b]pyridine-2-carboxylic acid N1C(CC2=NC=CC=C21)C(=O)O